NC1=C(C2=C(S1)C(=CC=C2C2=C(C=C1C(=NC(=NC1=C2F)N2CC(C2)(C)OC)N(C)[C@H](C)C=2C(=NC=CC2)N)Cl)F)C#N (R)-2-amino-4-(4-(((R)-1-(2-aminopyridin-3-yl)ethyl)(methyl)amino)-6-chloro-8-fluoro-2-(3-methoxy-3-methylazetidin-1-yl)quinazolin-7-yl)-7-fluorobenzo[b]thiophene-3-carbonitrile